[K].CC1(NC(CCC1)(C)C)C (2,2,6,6-tetramethylpiperidine) potassium salt